[Cl-].[Cl-].CC([Ti](C=[SiH2])(C1(C(=C(C(=C1)C)C)C)C)NC(C)(C)C)C dimethylsilylene(N-t-butylamino)(tetramethyl-cyclopentadienyl)dimethyl-titanium dichloride